tert-butyl (S)-2-(2-(3-bromo-5-(3,5-dimethyl-1H-pyrazol-1-yl)phenyl)-4-methoxy-4-carbonylbutyl)-2,7-diazaspiro[3.5]nonane-7-carboxylate BrC=1C=C(C=C(C1)N1N=C(C=C1C)C)[C@@H](CN1CC2(C1)CCN(CC2)C(=O)OC(C)(C)C)CC(=C=O)OC